C(C)OC(=O)C=1N=C(OC1COC(C)=O)Cl 5-(acetoxymethyl)-2-chlorooxazole-4-carboxylic acid ethyl ester